3-(5-(4-(azetidin-3-yl)piperazin-1-yl)-3-methyl-2-oxo-2,3-dihydro-1H-benzo[d]imidazol-1-yl)piperidine-2,6-dione N1CC(C1)N1CCN(CC1)C1=CC2=C(N(C(N2C)=O)C2C(NC(CC2)=O)=O)C=C1